C(CC)C(COC(C=1C(C(=O)OCC(CCC)CCC)=CC=CC1C1OCCCNC1C1=C(C=C(C=C1)S(=O)(=O)C)Cl)=O)CCC 3-(2-chloro-4-methyl-sulfonyl-phenyl)-1,4-oxazepanephthalic acid di-(2-propyl pentyl) ester